C(#N)C1N(CSC1)C(CNC(=O)C1=CC=NC2=CC=C(C=C12)CC=1C=NC(=CC1C)C)=O N-(2-(4-Cyanothiazolidin-3-yl)-2-oxoethyl)-6-((4,6-dimethylpyridin-3-yl)methyl)-quinoline-4-carboxamide